NC=CC(=O)NC=1SC=C(N1)C1=CC(=CC=C1)N(C)C 3-amino-N-(4-(3-(dimethylamino)phenyl)thiazol-2-yl)propenamide